FC1([C@@H](C1)C1=CNC=2N=CN=C(C21)NCC2=NC(=CC=C2)N2CCNCC2)F |o1:2| (S*)-5-(2,2-Difluorocyclopropyl)-N-((6-(piperazin-1-yl)pyridin-2-yl)methyl)-7H-pyrrolo[2,3-d]pyrimidin-4-amine